2,4-dichloro-5-ethyl-pyrimidine ClC1=NC=C(C(=N1)Cl)CC